C(C)N(C(=O)N[C@H](C(F)(F)F)CCC(F)(F)F)[C@H](C(F)(F)F)C1=NC=C(C(=C1)C1=NN2C(C(=N1)OC)=NC=C2)OC 1-ethyl-3-((S)-1,1,1,5,5,5-hexafluoropentan-2-yl)-1-((S)-2,2,2-trifluoro-1-(5-methoxy-4-(4-methoxyimidazo[2,1-f][1,2,4]triazin-2-yl)pyridin-2-yl)ethyl)urea